1-(4-chlorophenyl)-2-(1H-imidazol-1-yl)ethan-1-ol ClC1=CC=C(C=C1)C(CN1C=NC=C1)O